tert-butyl indole-2(5H)-carboxylate N=1C(=CC2=CCC=CC12)C(=O)OC(C)(C)C